BrNCC=C bromo-allyl-amine